ClC1=CC(=C(COC2=CC=CC(=N2)NC2CCN(CC2)CC2=NC3=C(N2C[C@H]2OCC2)C=C(C=C3)C(=O)O)C=C1)F (S)-2-((4-((6-((4-chloro-2-fluorobenzyl)oxy)pyridin-2-yl)amino)piperidin-1-yl)methyl)-1-(oxetan-2-ylmethyl)-1H-benzo[d]imidazole-6-carboxylic acid